(S)-5-hydroxy-6-((R)-5H-imidazo[5,1-a]isoindol-5-yl)-5,6,7,8-tetrahydronaphthalene-2-sulfonamide O[C@@H]1C=2C=CC(=CC2CCC1[C@H]1N2C(C3=CC=CC=C13)=CN=C2)S(=O)(=O)N